CC=1C=C(C=CC1)C1=NC2=CC=CC=C2C=C1C(C)C 2-(3'-methylphenyl)-3-isopropylquinoline